2-[(4-nitrophenoxy)carbonyloxymethyl]benzenesulfonate [N+](=O)([O-])C1=CC=C(OC(=O)OCC2=C(C=CC=C2)S(=O)(=O)[O-])C=C1